2-propanamido-propionic acid methyl ester COC(C(C)NC(CC)=O)=O